C(C=C)(=O)N1[C@@H](COC(C1)(C)C)C=1C=C(C=C(C1)Cl)C1=CC(=C(C=C1)F)C(=O)N (R)-3'-(4-acryloyl-6,6-dimethylmorpholin-3-yl)-5'-chloro-4-fluoro-[1,1'-biphenyl]-3-carboxamide